ClC1=CC=C(C=C1)C1=NC2=C(N1[C@H](C(=O)NC1CCCCC1)C1CCOCC1)C=CC=C2 (S)-2-[2-(4-chloro-phenyl)-benzimidazol-1-yl]-N-cyclohexyl-2-(tetrahydro-pyran-4-yl)-acetamide